(s)-5-(Azetidin-2-ylmethoxy)-N-(1-(7-cyanoquinolin-5-yl)cyclopropyl)-2-methylbenzamide N1[C@@H](CC1)COC=1C=CC(=C(C(=O)NC2(CC2)C2=C3C=CC=NC3=CC(=C2)C#N)C1)C